ClC=1N=C(C2=C(N1)C1=C(S2)C=CC=C1)Cl 2,4-Dichloro-benzo[4,5]thieno[3,2-d]pyrimidine